(4R)-4-(4-([2,4-bis(trifluoromethyl)phenoxy]methyl)-3-methoxyphenyl)-2H,4H,5H,6H,7H-pyrazolo[3,4-b]pyridin-6-one FC(C1=C(OCC2=C(C=C(C=C2)[C@@H]2C=3C(NC(C2)=O)=NNC3)OC)C=CC(=C1)C(F)(F)F)(F)F